2-nitro-2-methylpropyl methacrylate C(C(=C)C)(=O)OCC(C)(C)[N+](=O)[O-]